C[C@]12CC(C[C@](CC1)(N2)C)N(C2=CC=C(N=N2)C2=C(C=C(C(=C2)F)C2=CN=C(O2)C([2H])([2H])[2H])O)C 2-(6-(((1R,3S,5S)-1,5-dimethyl-8-azabicyclo[3.2.1]octan-3-yl)(methyl)amino)pyridazin-3-yl)-4-fluoro-5-(2-(methyl-d3)oxazol-5-yl)phenol